C(C=C)(=O)N1CCC(CC1)OC=1C=C2C(=NC=NC2=CC1OC)NC(C(=O)O)C1=CC(=CC=C1)Cl 2-((6-((1-acryloylpiperidin-4-yl)oxy)-7-methoxyquinazolin-4-yl)amino)-2-(3-chlorophenyl)acetic acid